COC(C1=CC(=C(C=C1)N)NC[C@H]1OCC1)=O.COC(=O)C=1C=CC2=C(N(C(=N2)S)C[C@H]2OCC2)C1.C(C=C)(=O)OCCC[SiH2]C(Br)Br acryloxypropyl-dibromomethylsilane (S)-methyl-2-mercapto-1-(oxetan-2-ylmethyl)-1H-benzo[d]imidazole-6-carboxylate methyl-(S)-4-amino-3-((oxetan-2-ylmethyl)amino)benzoate